N1=CC=CC2=CC=CC=C12.[Se] Selenium quinoline